methyl 2-(1-methoxyisoquinolin-5-yl)-1-(trifluoromethyl)-1H-imidazole-5-carboxylate COC1=NC=CC2=C(C=CC=C12)C=1N(C(=CN1)C(=O)OC)C(F)(F)F